maleimidyl adipate C(CCCCC(=O)[O-])(=O)ON1C(C=CC1=O)=O